(Z)-N'-(4-bromophenyl)-5-methyl-N-(5-methyl-1,3,4-thiadiazol-2-yl)-2-(p-tolyl)-1,3,4-thiadiazole-3(2H)-carboximidamide BrC1=CC=C(C=C1)\N=C(\NC=1SC(=NN1)C)/N1C(SC(=N1)C)C1=CC=C(C=C1)C